(S)-1-chloro-3'-(3-(difluoromethoxy)-5-(trifluoromethyl)pyridin-2-yl)-8,8-difluoro-7,8-dihydro-6H-spiro[isoquinoline-5,4'-oxazolidin]-2'-one ClC1=NC=CC2=C1C(CC[C@]21N(C(OC1)=O)C1=NC=C(C=C1OC(F)F)C(F)(F)F)(F)F